C(CCCCCCCCCCCCCCCCCCCCCC)(=O)OCC ethyl tricosylate